FC1(OC2=C(O1)C=CC=C2CNCCC2=C(C=C(C(=C2)OC)[N+](=O)[O-])OC)F [(2,2-difluoro-2H-1,3-benzodioxol-4-yl)methyl][2-(2,5-dimethoxy-4-nitrophenyl)ethyl]amine